(6R)-2,6-diphenyl-5,6-dihydro-4H-1,3-selenazin-4-ol C1(=CC=CC=C1)C=1[Se][C@H](CC(N1)O)C1=CC=CC=C1